CC(C)(C#CC1=CC=C(C=C1)COCC=1C=NC=CC1)NC(=O)NC1(CN2CCC1CC2)CCC 1-(2-Methyl-4-(4-((pyridin-3-ylmethoxy)methyl)phenyl)but-3-yn-2-yl)-3-(3-propylquinuclidin-3-yl)urea